methyl 3-[[(3S)-4,4-dimethyltetrahydrofuran-3-yl]amino]-4-nitrobenzoate CC1([C@@H](COC1)NC=1C=C(C(=O)OC)C=CC1[N+](=O)[O-])C